(6,7-dihydroisoxazolo[4,3-c]pyridin-5(4H)-yl)methanone N=1OC=C2CN(CCC21)C=O